NC1=CC(=C(C=C1)N1CC(C1)N1CC(C1)N1CCC(CC1)COC1=CC(=C2C(NC(=NC2=C1)CSC1CCOCC1)=O)F)F 7-((1-(1'-(4-amino-2-fluorophenyl)-[1,3'-biazetidin]-3-yl)piperidin-4-yl)methoxy)-5-fluoro-2-(((tetrahydro-2H-pyran-4-yl)thio)methyl)quinazolin-4(3H)-one